C(C=C)(=O)N[C@H]1[C@H](CCCC1)NC(=O)C=1SC=2N=CC=C3N(C(NC1C23)=O)C2=CC=C(C=C2)OC2=CC=CC=C2 N-((1S,2R)-2-Acrylamidocyclohexyl)-4-oxo-5-(4-phenoxyphenyl)-4,5-dihydro-3H-1-thia-3,5,8-triazaacenaphthylene-2-carboxamide